C1(CC1)N(C1=C2C=C(NC2=C(C(=C1)C1=CC=C(C=C1)OC)OC)C1=C(C=C(C=C1)NC(=O)NOC)F)C1=C(C=CC=C1F)F 1-(4-(4-(cyclopropyl-(2,6-difluorophenyl)amino)-7-methoxy-6-(4-methoxyphenyl)-1H-indol-2-yl)-3-fluorophenyl)-3-methoxyurea